ClC=1C(=NC(=NC1)NC1=C(C=C(C(=C1)C)C1CCNCC1)OC(C)C)NC1=C(C=CC=C1)S(=O)(=O)C(C)C 5-Chloro-N2-[5-methyl-4-(piperidin-4-yl)-2-(propan-2-yloxy)phenyl]-N4-[2-(propan-2-sulfonyl)phenyl]pyrimidine-2,4-diamine